C(=O)(O)C1(CC1)NCC(C1=CC=CC=C1)C1=CC=CC=C1 1-carboxy-1-(2,2-diphenyl-ethylamino)cyclopropane